2-(3,8-diaza-bicyclo[3.2.1]octan-8-yl)-5-(4-chloro-2-ethyl-2H-indazol-5-yl)-3-methyl-3,7-dihydro-4H-pyrrolo[2,3-d]pyrimidin-4-one C12CNCC(CC1)N2C=2N(C(C1=C(N2)NC=C1C1=C(C2=CN(N=C2C=C1)CC)Cl)=O)C